4-chloro-1-cyclopentyl-1H-imidazole-5-carboxamide ClC=1N=CN(C1C(=O)N)C1CCCC1